CC=1C=C(CNC2=CN=C(N(C2=O)CC(=O)OC(C)(C)C)C)C=CC1C tert-butyl 2-(5-((3,4-dimethylbenzyl)amino)-2-methyl-6-oxopyrimidin-1(6H)-yl)acetate